(R)-2-((3,4-difluorophenyl)amino)-2-oxo-1-phenylethyl-3-amino-6-(1-(piperidin-4-yl)-1H-pyrazol-4-yl)pyrazine FC=1C=C(C=CC1F)NC([C@H](C1=CC=CC=C1)C1=NC(=CN=C1N)C=1C=NN(C1)C1CCNCC1)=O